C[C@H]1NC(C2=C(C=3C=4C=CC(=NC4C=CC3S2)C=2N=NC=C(C2)C=C)NC1)=O (R)-10-methyl-3-(5-vinylpyridazin-3-yl)-9,10,11,12-tetrahydro-8H-[1,4]diazepino[5',6':4,5]thieno[3,2-f]quinolin-8-one